Cl.S1N=CC(=C1)C(=O)N 4-isothiazolecarboxamide hydrochloride